COC(=O)C=1N=NC(=CC1)N1C[C@@H]([C@@H](CC1)NC(=O)C=1NC(=C(C1Cl)Cl)C)OC 6-((3S,4R)-4-(3,4-dichloro-5-methyl-1H-Pyrrole-2-carboxamido)-3-methoxypiperidin-1-yl)pyridazine-3-carboxylic acid methyl ester